4,4-difluoropiperidin-1-ium chloride [Cl-].FC1(CC[NH2+]CC1)F